acryloyloxyethyl phosphonate P(OCCOC(C=C)=O)([O-])=O